ClC=1C=C(C(=O)NC2=CC(=C(C=C2)C)N2N=CC(=C2)C2=CSC3=C2N=CN=C3NCC3=C(C=C(C=C3)OC)OC)C=CC1F 3-chloro-N-(3-(4-(4-((2,4-dimethoxybenzyl)amino)thieno[3,2-d]pyrimidin-7-yl)-1H-pyrazol-1-yl)-4-methylphenyl)-4-fluorobenzamide